(+)-N-methyl-N-[7-(1-pyrrolidinyl)-1-oxaspiro[4.5]dec-8-yl]acenaphthene-carboxamide monohydrochloride Cl.CN(C(=O)C1CC2=CC=CC3=CC=CC1=C23)C2C(CC3(CCCO3)CC2)N2CCCC2